tert-butyl (2-((6-(2-(ethoxymethoxy)-4-ethynylphenyl)-5-methyl-1,2,4-triazin-3-yl)amino)-2-oxoethyl)(methyl)carbamate C(C)OCOC1=C(C=CC(=C1)C#C)C1=C(N=C(N=N1)NC(CN(C(OC(C)(C)C)=O)C)=O)C